C(C)(C)(C)OOC(CCCCC(C)C)=O.[N+](=O)([O-])[O-].[N+](=O)(O)[O-].[N+](=O)([O-])[O-].[Ca+2] calcium trinitrate tertiary butyl-peroxyisooctanoate